triethyl-n-butyl-zirconium C(C)[Zr](CCCC)(CC)CC